C[C@@H](CCC)OC(CC)=O propanoic acid (S)-(S)-pent-2-yl ester